3'-(4-(diphenylamino)phenyl)spiro[cyclohexane-1,9'-fluorene]-2'-amine C1(=CC=CC=C1)N(C1=CC=C(C=C1)C=1C(=CC=2C3(C4=CC=CC=C4C2C1)CCCCC3)N)C3=CC=CC=C3